(3-(hydroxymethyl)-3-methylpiperidin-1-yl)pyrido[4,3-d]pyrimidin OCC1(CN(CCC1)C=1N=CC2=C(N1)C=CN=C2)C